O(O)C(CC=CC=CC=CC(=O)O)CCCCCCCCC 9-HydroperoxyOctadecaTrienoic Acid